sulfanilyl bromide S(=O)(C1=CC=C(C=C1)N)(=O)Br